(S)-N-(5-Chloro-3-methyl-1H-pyrazol-4-yl)-5-fluoro-4-(5-methyl-6-(methylsulfonamido)pyridin-2-yl)-2-((1,1,1-trifluoropropan-2-yl)oxy)benzamide ClC1=C(C(=NN1)C)NC(C1=C(C=C(C(=C1)F)C1=NC(=C(C=C1)C)NS(=O)(=O)C)O[C@H](C(F)(F)F)C)=O